N,N-dimethyl-4-({1'-[(oxan-4-yl)methyl]-1,2-dihydrospiro[indole-3,3'-pyrrolidin]-1-yl}sulfonyl)benzene-1-sulfonamide CN(S(=O)(=O)C1=CC=C(C=C1)S(=O)(=O)N1CC2(CN(CC2)CC2CCOCC2)C2=CC=CC=C12)C